phenyl (3-(difluoromethoxy)-4-methylphenyl)carbamate FC(OC=1C=C(C=CC1C)NC(OC1=CC=CC=C1)=O)F